C1=CC=CC=2C3=CC=CC=C3C(C12)COC(=O)N[C@H](C(=O)NC1=CC=C(C=C1)C=1C(=[N+](C=CC1Cl)[O-])C)[C@@H]1CC(CCC1)(F)F 3-(4-((S)-2-((((9H-fluoren-9-yl)methoxy)carbonyl)amino)-2-((S)-3,3-difluorocyclohexyl)acetamido)phenyl)-4-chloro-2-methylpyridine 1-oxide